3-(4-(8-((adamantan-1-yl)amino)octyl)-7-fluoro-1-oxoisoindolin-2-yl)piperidine-2,6-dione C12(CC3CC(CC(C1)C3)C2)NCCCCCCCCC2=C3CN(C(C3=C(C=C2)F)=O)C2C(NC(CC2)=O)=O